C(#N)[C@@H](C[C@H]1C(NCC1)=O)NC(=O)[C@@H]1N([C@H]2CC([C@@H]1CC2)(F)F)C([C@@H](CC2CC2)NC=2C=NC=C(C2)C)=O (1R,3R,4R)-N-((R)-1-cyano-2-((S)-2-oxopyrrolidin-3-yl)ethyl)-2-((R)-3-cyclopropyl-2-((5-methylpyridin-3-yl)amino)propanoyl)-5,5-difluoro-2-azabicyclo[2.2.2]octane-3-carboxamide